difluorodeoxyuridine C1[C@@H]([C@H](O[C@H]1N2C(=C(C(=O)NC2=O)F)F)CO)O